BrC=1C(=C(N)C=CC1)I 3-bromo-2-iodo-aniline